Cl.COC1=CC(=C(C=C1)NN)C (4-methoxy-2-methylphenyl)hydrazine hydrochloride